N-[4-(5-cyclopropyl-4-oxo-3-phenyl-4,5-dihydro-1H-pyrrolo[3,2-c]pyridin-2-yl)pyridin-2-yl]-2-(4-fluorophenyl)acetamide C1(CC1)N1C(C2=C(C=C1)NC(=C2C2=CC=CC=C2)C2=CC(=NC=C2)NC(CC2=CC=C(C=C2)F)=O)=O